BrC=1C=C(C=NC1N1N=NC=C1)N 5-bromo-6-(1H-1,2,3-triazol-1-yl)pyridin-3-amine